C(C)(C)(C)C[C@@H](CO[Si](C1=CC=CC=C1)(C1=CC=CC=C1)C(C)(C)C)N(C(O)=O)CCOCCCC#CC1=C(C=C(C=C1C)OCOC)Br.COC1=C(OC=2C=C(C=C(C2C1=O)O)O)C1=CC(O)=C(O)C=C1 O-methyl-quercetin tert-butyl-(S)-(2-((5-(2-bromo-4-(methoxymethoxy)-6-methylphenyl)pent-4-yn-1-yl)oxy)ethyl)(1-((tert-butyldiphenylsilyl)oxy)propan-2-yl)carbamate